C(C)(C)C=1C(=NNC1C=1C=C(C=2N(C1)N=CN2)OC)C=2SC(=CN2)N2[C@H](CN(CC2)CCOC)C (S)-2-(4-isopropyl-5-(8-methoxy-[1,2,4]triazolo[1,5-a]pyridin-6-yl)-1H-pyrazol-3-yl)-5-(4-(2-methoxyethyl)-2-methylpiperazin-1-yl)thiazole